BrC=1C=NC(=NC1)N1CCC(CC1)N1N=C2C(CN(CC2)C2=CC=C(C=C2)[N+](=O)[O-])=C1 2-[1-(5-bromopyrimidin-2-yl)-4-piperidyl]-5-(4-nitrophenyl)-6,7-dihydro-4H-pyrazolo[4,3-c]pyridine